C1(CCC1)C#CC=1C=C(C=CC1)C1=C(C(=C(N1)C=1SC=C(N1)C(=O)O)CC1CC1)CC1=CC(=C(C=C1)S(N)(=O)=O)F 2-(5-(3-(cyclobutylethynyl)phenyl)-3-(cyclopropylmethyl)-4-(3-fluoro-4-sulfamoylbenzyl)-1H-pyrrol-2-yl)thiazole-4-carboxylic acid